2-(4-chloro-2-fluorobenzyl)-6-(piperidin-4-yloxy)pyridazin-3(2H)-one ClC1=CC(=C(CN2N=C(C=CC2=O)OC2CCNCC2)C=C1)F